Cl.C(C1=CC=CC=C1)C1(CCNCC1)C#N 4-benzylpiperidine-4-carbonitrile-HCl